C1(=CC(=CC=C1)NC(=O)NC(C1=CC=CC=C1)C(=O)O)C N-(m-tolylaminocarbonyl)phenylglycine